FC(C)SSCC(F)(F)F (2,2,2-trifluoroethyl) (1-fluoroethyl) disulfide